3-(thiophen-2-yl)-1,2-oxazole-5-carboxamide S1C(=CC=C1)C1=NOC(=C1)C(=O)N